CCC(CC)CC=C The molecule is an alkene that is 1-hexene substituted by an ethyl group at position 4. It has a role as a metabolite. It derives from a hydride of a 1-hexene.